3,4-dimethyl-2,5-dihydrothiophene 1,1-dioxide CC=1CS(CC1C)(=O)=O